(4-(2-(2,6-dioxopiperidin-3-yl)-1-oxoisoindolin-4-yl)but-3-yn-1-yl)pyridine-2-sulfonamide O=C1NC(CCC1N1C(C2=CC=CC(=C2C1)C#CCCC=1C(=NC=CC1)S(=O)(=O)N)=O)=O